C([C@@H]1[C@H]([C@@H]([C@H]([C@H](O1)OC[C@@H]2[C@H]([C@@H]([C@H]([C@H](O2)O[C@H](CO)C(=O)O)O)O)O)O)O)O)O The molecule is a glycoside consisting of D-glyceric acid having an alpha-D-glucosyl-(1->6)-alpha-D-glucosyl residue attached at position 2 via a glycosidic linkage. It is a 3-hydroxy carboxylic acid, a disaccharide derivative and a glycoside. It derives from a D-glyceric acid. It is a conjugate acid of a 2-O-[alpha-D-glucosyl-(1->6)-alpha-D-glucosyl]-D-glycerate.